OC(C(=O)SCCNC(CCNC([C@@H](C(COP(OP(OC[C@@H]1[C@H]([C@H]([C@@H](O1)N1C=NC=2C(N)=NC=NC12)O)OP(=O)(O)O)(=O)O)(=O)O)(C)C)O)=O)=O)(CCC(=O)O)C 2-hydroxyl-methyl-glutaryl-coenzyme A